(3S,4S)-4-(3-bromo-5-chloro-1-methyl-pyrazol-4-yl)-N-(6-fluoro-2-pyridyl)-1-methyl-2-oxo-pyrrolidine-3-carboxamide BrC1=NN(C(=C1[C@@H]1[C@H](C(N(C1)C)=O)C(=O)NC1=NC(=CC=C1)F)Cl)C